ClC1=C2C=C(C(NC2=CC=N1)=O)C(=O)O 5-Chloro-2-oxo-1,2-dihydro-1,6-naphthyridine-3-carboxylic acid